BrC=1C=C2CC(C(C2=CC1)=O)C(=O)O 5-bromo-1-oxo-2,3-dihydro-1H-indene-2-carboxylic acid